O[C@@H]1[C@@H]([C@H](CC1)N1C(C(=CC2=C1N=C(N=C2)NC2CCN(CC2)S(=O)(=O)C([2H])([2H])[2H])C([2H])(F)F)=O)C (+)-8-((1S,2R,3S)-3-hydroxy-2-methylcyclopentyl)-6-(difluoromethyl-d)-2-((1-((methyl-d3)sulfonyl)piperidin-4-yl)amino)pyrido[2,3-d]pyrimidin-7(8H)-one